C(C)(C)C1=NC=C2N1C=CC(=C2)C(=O)O 3-Isopropylimidazo[1,5-a]pyridine-7-carboxylic acid